2,2'-oxybis(N-(3,7-dimethyloct-6-en-1-yl)-N-hexylacetamide) O(CC(=O)N(CCC(CCC=C(C)C)C)CCCCCC)CC(=O)N(CCCCCC)CCC(CCC=C(C)C)C